FC1=C(C(=CC=C1)F)C1=NC=2N(C3=C(N1)C=NC(=C3)N3C[C@@H](OCC3)C)N=CC2 (S)-4-(5-(2,6-difluorophenyl)-6H-pyrazolo[1,5-a]pyrido[3,4-f][1,3,5]triazepin-9-yl)-2-methylmorpholine